4,4,5,5-tetramethyl-2-[3-[2-(oxetan-3-yl)ethynyl]phenyl]-1,3,2-dioxaborolane CC1(OB(OC1(C)C)C1=CC(=CC=C1)C#CC1COC1)C